4-methyl-1-[2-(4-methylsulfonylpiperazin-1-yl)propyl]-5-[[2-[6-(2,2,2-trifluoroethyl)pteridin-4-yl]-2,7-diazaspiro[3.5]nonan-7-yl]methyl]indole-2-carbonitrile CC1=C2C=C(N(C2=CC=C1CN1CCC2(CN(C2)C2=NC=NC3=NC=C(N=C23)CC(F)(F)F)CC1)CC(C)N1CCN(CC1)S(=O)(=O)C)C#N